ClC=1C=C2C=NN(C2=CC1[C@@H]1CC12CC2)C=2C=NN(C2)C |r| (R and S)-5-chloro-1-(1-methyl-1H-pyrazol-4-yl)-6-(spiro[2.2]pentan-1-yl)-1H-indazole